NC=1C=C(C=CC1OC)NC(OC(C)(C)C)=O tert-butyl N-(3-amino-4-methoxy-phenyl)carbamate